6-(5-chloro-2-((3-(methoxymethyl)benzyl)amino)pyrimidin-4-yl)-4-fluoro-1-isopropyl-N,N-dimethyl-1H-benzo[d]imidazol-2-amine ClC=1C(=NC(=NC1)NCC1=CC(=CC=C1)COC)C=1C=C(C2=C(N(C(=N2)N(C)C)C(C)C)C1)F